tungsten(IV) isopropoxide CC([O-])C.[W+4].CC([O-])C.CC([O-])C.CC([O-])C